diphenylphosphinopropionate C1(=CC=CC=C1)P(C1=CC=CC=C1)C(C(=O)[O-])C